5-((1-(sec-butyl)-3-(4-(trifluoromethoxy)phenyl)ureido)methyl)pyrazolo[1,5-a]pyridine-3-carboxylic acid C(C)(CC)N(C(=O)NC1=CC=C(C=C1)OC(F)(F)F)CC1=CC=2N(C=C1)N=CC2C(=O)O